FC1=C(C=CC(=C1)[C@@H]1NCCC1)C=1N=C2SC3=C(N2C1)C=C(C(=C3)C(=O)NCCCN3CCC(CC3)F)C (R)-2-(2-fluoro-4-(pyrrolidin-2-yl)phenyl)-N-(3-(4-fluoropiperidin-1-yl)propyl)-6-methylbenzo[d]imidazo[2,1-b]thiazole-7-carboxamide